5-((R)-1-(3,5-dichloropyridin-4-yl)ethoxy)-3-iodo-1-(tetrahydro-2H-pyran-2-yl)-1H-pyrazolo[4,3-b]pyridine ClC=1C=NC=C(C1[C@@H](C)OC1=CC=C2C(=N1)C(=NN2C2OCCCC2)I)Cl